NC(CCN(N)C(=O)OCC1=CC=CC=C1)=O benzyl 1-(3-amino-3-oxopropyl)hydrazine-1-carboxylate